O=NNNNCCCCCCCCC(CCCCCC)=O oxatetraazaeicosen-14-one